[Si](C)(C)(C(C)(C)C)OCCOC=1C=C(C=C(C1)C=1C=NN(C1)C)[C@@H](C)NC(C1=C(C=CC(=C1)N1CCN(CC1)C)C)=O N-[(1R)-1-[3-[2-[tert-butyl(dimethyl)silyl]oxyethoxy]-5-(1-methylpyrazol-4-yl)phenyl]ethyl]-2-methyl-5-(4-methylpiperazin-1-yl)benzamide